1-Butyl-5-(diaminomethylene)-3-(((1r,4r)-4-(5-methyl-4H-1,2,4-triazol-3-yl)cyclohexyl)methyl)pyrimidine-2,4,6(1H,3H,5H)-trione C(CCC)N1C(N(C(C(C1=O)=C(N)N)=O)CC1CCC(CC1)C1=NN=C(N1)C)=O